Cl.FC1=C(C=CC(=C1F)C=1C=NNC1)N1C2CNCC1CC2 8-(2,3-difluoro-4-(1H-pyrazol-4-yl)phenyl)-3,8-diazabicyclo[3.2.1]octane hydrochloride